BrC1=CC(=C(C(=C1)[N+](=O)[O-])N[C@H]1[C@H](CCCC1)N1C(C=C(C2=CC=CC=C12)C(=O)N)=O)C(NC)=O ((1S,2R)-2-((4-bromo-2-(methylcarbamoyl)-6-nitrophenyl)amino)cyclohexyl)-2-oxo-1,2-dihydroquinoline-4-carboxamide